(S)-2-(2,8-dimethylimidazo[1,2-b]pyridazin-6-yl)-7-(hexahydropyrrolo[1,2-a]pyrazin-2(1H)-yl)-4H-pyrido[1,2-a]pyrimidin-4-one CC=1N=C2N(N=C(C=C2C)C=2N=C3N(C(C2)=O)C=C(C=C3)N3C[C@H]2N(CC3)CCC2)C1